CC1=C(C=NN1C(F)(F)F)C1=NC(=NC(=C1)N1CC(C1)NC)N (5-methyl-1-(trifluoromethyl)-1H-pyrazol-4-yl)-6-(3-(methylamino)azetidin-1-yl)pyrimidin-2-amine